methyl (S)-2-((4-((6-((4-cyano-2-fluorobenzyl)oxy)pyridin-2-yl)methoxy)-piperidin-1-yl)methyl)-1-(oxetan-2-ylmethyl)-1H-benzo[d]imidazole-6-carboxylate C(#N)C1=CC(=C(COC2=CC=CC(=N2)COC2CCN(CC2)CC2=NC3=C(N2C[C@H]2OCC2)C=C(C=C3)C(=O)OC)C=C1)F